CC1(OCC2=C(O1)C=CC(=C2)C2CNC(O2)=O)C 5-(2,2-dimethyl-4H-1,3-benzodioxin-6-yl)-1,3-oxazolidine-2-one